C12(C(C3C(C4C1S4)S3)S2)O phenol trisulfide